C(C)(C)(C)C1=NN(C(=C1)NC(=O)NC1=C(C=C(C=C1)OC1=CC=NC=2NC(CCC12)=O)SC)C1=CC(=CC=C1)Cl 1-(3-(tert-butyl)-1-(3-chlorophenyl)-1H-pyrazol-5-yl)-3-(2-(methylthio)-4-((7-keto-5,6,7,8-tetrahydro-1,8-naphthyridin-4-yl)oxy)phenyl)urea